3-Azido-N-(isoquinolin-3-ylmethyl)-N-(quinoline-2-ylmethyl)propan-1-amine N(=[N+]=[N-])CCCN(CC1=NC2=CC=CC=C2C=C1)CC=1N=CC2=CC=CC=C2C1